2-amino-6-((1-(dimethylamino)cyclopropyl)methoxy)-1-(3-hydroxy-2,6-dimethylphenyl)-1H-pyrrolo[2,3-b]pyridine-3-carbonitrile NC1=C(C=2C(=NC(=CC2)OCC2(CC2)N(C)C)N1C1=C(C(=CC=C1C)O)C)C#N